NC=1C2=C(N=CN1)N(C1=C2N=C(C=N1)N1CCOCC1)C=1C(=C(C=CC1C)O)C (4-Amino-6-morpholino-9H-pyrazino[2',3':4,5]pyrrolo[2,3-d]pyrimidin-9-yl)-2,4-dimethylphenol